(cis)-3-(((3-exo)-3-((7-((5-methyl-1H-pyrazol-3-yl)amino)-1,6-naphthyridin-5-yl)amino)-8-azabicyclo[3.2.1]octane-8-yl)methyl)cyclobutane-1-carbonitrile CC1=CC(=NN1)NC1=NC(=C2C=CC=NC2=C1)NC1CC2CCC(C1)N2C[C@H]2C[C@H](C2)C#N